FC1=C(C(=O)N2C[C@H](N([C@@H](C2)C)C(=O)C2=C(C=C(C=C2)OC)F)C)C=CC(=C1)OC(F)(F)F ((2R,6R)-4-(2-fluoro-4-(trifluoromethoxy)benzoyl)-2,6-dimethylpiperazin-1-yl)(2-fluoro-4-methoxyphenyl)methanone